3-((4-(3-amino-1H-indazol-5-yl)pyridine-2-yl)amino)-N-(2-hydroxyethyl)benzamide NC1=NNC2=CC=C(C=C12)C1=CC(=NC=C1)NC=1C=C(C(=O)NCCO)C=CC1